C(C=C)(=O)N1CCC(CC1)NC1=C2C(=C(NC2=C(C=C1F)C(=O)N)C)C 4-((1-acryloylpiperidin-4-yl)amino)-5-fluoro-2,3-dimethyl-1H-indole-7-carboxamide